(4S,7R)-4-(3-hydroxyphenyl)-7-(2-methoxyphenyl)-2-methyl-5-oxo-1,4,5,6,7,8-hexahydroquinoline-3-carboxylic acid 2,2-dimethylbutyl ester CC(COC(=O)C1=C(NC=2C[C@H](CC(C2[C@@H]1C1=CC(=CC=C1)O)=O)C1=C(C=CC=C1)OC)C)(CC)C